COC1=C(C(=NC=C1C)CS(=O)C1=NC2=C(N1)C=CC(=C2)OC(CC)=O)C propionic acid 2-(((4-methoxy-3,5-dimethylpyridin-2-yl) methyl) sulfinyl)-1H-benzo[d]imidazol-5-yl ester